ethyl 1-(4-(tert-butoxy)-4-oxobutyl)-4-methylpiperidine-4-carboxylate C(C)(C)(C)OC(CCCN1CCC(CC1)(C(=O)OCC)C)=O